FC(C(=O)O)(F)F.FC(C(=O)O)(F)F.CC1(CCO1)NC1CN(CC1)C=1N=NC(=CN1)C1=C(C=C(C=C1)C=1C=NNC1)O 2-(3-{3-[(4-methyl-oxetan-4-yl)amino]pyrrolidin-1-yl}-1,2,4-triazin-6-yl)-5-(1H-pyrazol-4-yl)phenol bistrifluoroacetate